2-Nonylbenzene-1,3-diol C(CCCCCCCC)C1=C(C=CC=C1O)O